C(=O)C1=CC=C(C(=O)N2[C@@H](CCC2)C(=O)OC(C)(C)C)C=C1 tert-butyl (4-formylbenzoyl)-L-prolinate